tert-butyl 1-[6-(2-methoxy-4,6-dimethyl-phenyl)pyrido[2,3-b]pyrazin-3-yl]-3,3a,4,5,7,7a-hexahydro-2H-pyrrolo[2,3-c]pyridine-6-carboxylate COC1=C(C(=CC(=C1)C)C)C=1C=CC=2C(=NC(=CN2)N2CCC3C2CN(CC3)C(=O)OC(C)(C)C)N1